di-acetoxystyrene C(C)(=O)OC(=CC1=CC=CC=C1)OC(C)=O